ClCCC(C(=O)N1N=CCC1C1=CC=CC=C1)(C)C 4-chloro-2,2-dimethyl-1-(5-phenyl-4,5-dihydro-1H-pyrazol-1-yl)butan-1-one